N2-(2-(1-(Cyclopropylsulfonyl)-1H-pyrazol-4-yl)pyrimidin-4-yl)-5-(1-(difluoromethyl)-1H-pyrazol-3-yl)-N4-isopropylpyridine-2,4-diamine C1(CC1)S(=O)(=O)N1N=CC(=C1)C1=NC=CC(=N1)NC1=NC=C(C(=C1)NC(C)C)C1=NN(C=C1)C(F)F